C(=C)C(C1=CC=CC=C1)NCCC[Si](OCCCN)(OC)OC N-(Vinylbenzyl)-2-aminoethyl-3-aminopropyltrimethoxysilan